CC1=C(C=CC(=C1)C)NC(CC(C)=O)=O N-(2,4-dimethylphenyl)-3-oxobutyramide